P(=O)(O)(O)O.NC1=CC=C(C=C1)NC1=CC=C(C=C1)NC1=CC=CC=C1 N-(4-aminophenyl)-N'-phenyl-p-phenylenediamine phosphate